C(C)(C)(C)OC(=O)N1CCN(CC1)C1=NC=CC=C1NS(=O)(=O)C1=CC2=C(C=C(O2)C(=O)OCC)C=C1 4-(3-(2-(ethoxycarbonyl)benzofuran-6-sulfonylamino)pyridin-2-yl)piperazine-1-carboxylic acid tert-butyl ester